C(C)OC1=NC=C(C=C1C=1NC(C=2C(N1)=C(N(N2)CCOC)CC)=O)S(=O)(=O)N2CCN(CC2)CC 5-[2-ethoxy-5-(4-ethylpiperazin-1-ylsulphonyl)pyridin-3-yl]-3-ethyl-2-[2-methoxyethyl]-2,6-dihydro-7H-pyrazolo[4,3-d]pyrimidin-7-one